5-amino-5-oxovalerate NC(CCCC(=O)[O-])=O